C1(CCCCC1)NC1=C(C=C(C=C1)S(NC)(=O)=O)NC(C=C)=O N-(2-(cyclohexylamino)-5-(N-methylsulfamoyl)phenyl)acrylamide